FC1=C(C=C(C=C1)F)C(CC#C)N1C(C2=CC=CC(=C2C1)F)=O 2-(1-(2,5-difluorophenyl)but-3-yn-1-yl)-4-fluoroisoindolin-1-one